C(#N)C1=C(C=CC2=CC=C(C=CC3=CC=C(C=C3)C#N)C=C2)C=CC=C1 4'-(2-cyanostyryl)-4-cyanostilbene